C(CCCCC)N(CCCCCC)CC1=C(C=CC=2N(C(=NC21)NC2=CC=CC=C2)C2=CC=CC=C2)O 4-((dihexylamino)methyl)-1-phenyl-2-(phenylamino)-1H-benzo[d]imidazol-5-ol